C(C)OC(C(C(C(CC)C)=O)NC(=O)OC(C)(C)C)=O 2-((tert-Butoxycarbonyl)amino)-4-methyl-3-oxohexanoic acid ethyl ester